CC(C(=O)O)(C)OC1=C(C=C(C=C1)CN1N=CN(C1=O)C1=CC=C(C=C1)OC(F)(F)F)C(F)(F)F 2-methyl-2-(4-((5-oxo-4-(4-(trifluoromethoxy)phenyl)-4,5-dihydro-1H-1,2,4-triazole-1-yl)methyl)-2-(trifluoromethyl)phenoxy)propionic acid